P(=O)(OCN1C(C=CC(=C1C)N1CN(C2=CC(=CC=C2C1=O)C(F)(F)F)C1=C(C=C(C=C1)F)C)=O)(O)O (5-(1-(4-fluoro-2-methylphenyl)-4-oxo-7-(trifluoromethyl)-1,4-dihydroquinazolin-3(2H)-yl)-6-methyl-2-oxopyridin-1(2H)-yl)methyl dihydrogen phosphate